ClC1=NC(=C2N=CN(C2=N1)[C@@H]1O[C@H](CC1)CO)N(CCC)CC1=CC=C(C=C1)C=1N=NN(C1)CCF (2R,3R,4S,5R)-2-(2-chloro-6-((4-(1-(2-fluoroethyl)-1H-1,2,3-triazol-4-yl)benzyl)(propyl)amino)-9H-purin-9-yl)-5-(hydroxymethyl)tetrahydrofuran